2-[1,3-Dioxo-5-(1H-[1,2,3]triazol-4-yl)-1,3-dihydroisoindol-2-yl]-5-pyrimidin-5-yl-benzoic acid O=C1N(C(C2=CC(=CC=C12)C=1N=NNC1)=O)C1=C(C(=O)O)C=C(C=C1)C=1C=NC=NC1